ClC=1C=C(\C=N/C(C(CO)=O)CC2=CC=C(C=C2)O)C=CC1 (Z)-3-(3-chlorobenzylideneamino)-1-hydroxy-4-(4-hydroxyphenyl)-butan-2-one